BrC1=CSC2=C1N=C(N=C2C=2N=NN(C2)CC2=NC(=CC=C2)COC)N 7-bromo-4-(1-((6-(methoxymethyl)pyridin-2-yl)methyl)-1H-1,2,3-triazol-4-yl)thieno[3,2-d]pyrimidin-2-amine